ethyl 1-(3-((tert-butyldimethylsilyl)oxy)propyl)-1H-pyrazole-4-carboxylate [Si](C)(C)(C(C)(C)C)OCCCN1N=CC(=C1)C(=O)OCC